CN1N=C2C=CC(=C(C2=C1)NC1=NC=C(C(=N1)NC)C(F)(F)F)C N2-(2,5-dimethyl-2H-indazol-4-yl)-N4-methyl-5-(trifluoromethyl)pyrimidine-2,4-diamine